dimethylsilyl-tertiary butylaminoindenyl-titanium dichloride [Cl-].[Cl-].C[SiH](C)[Ti+2](C1C=CC2=CC=CC=C12)NC(C)(C)C